C(C)(C)(C)OC(=O)N1CCN(CC1)C1=C2C[C@@H](N(CC2=CC=C1)C(=O)OC(C)(C)C)C(=O)OC |r| racemic-2-tert-butyl 3-methyl 5-(4-(tert-butoxycarbonyl)piperazin-1-yl)-3,4-dihydroisoquinoline-2,3(1H)-dicarboxylate